3-(3-hydroxypropyl)benzonitrile OCCCC=1C=C(C#N)C=CC1